diglyceryl dibehenate C(CCCCCCCCCCCCCCCCCCCCC)(=O)OCC(O)CO.C(CCCCCCCCCCCCCCCCCCCCC)(=O)OCC(O)CO